NC=1N=NC(=CC1N1CC(N(CC1)C1=CC=CC=C1)C(=O)NCC1CCC(CC1)NC(OC(C)(C)C)=O)C1=C(C=CC=C1)O tert-butyl (4-((4-(3-amino-6-(2-hydroxyphenyl)pyridazin-4-yl)-1-phenylpiperazine-2-carboxamido)methyl)cyclohexyl)carbamate